(2R)-2-{[(tert-butyldiphenylsilyl)oxy]methyl}-2,3-dihydro-1H-pyrrole-1-carboxylic acid tert-butyl ester C(C)(C)(C)OC(=O)N1[C@H](CC=C1)CO[Si](C1=CC=CC=C1)(C1=CC=CC=C1)C(C)(C)C